5-(((S)-1-(2-chlorophenyl)ethyl)amino)-4-(difluoromethyl)-N-((R,E)-4-(methylsulfonyl)but-3-en-2-yl)pyrimidine-2-carboxamide ClC1=C(C=CC=C1)[C@H](C)NC=1C(=NC(=NC1)C(=O)N[C@H](C)\C=C\S(=O)(=O)C)C(F)F